(RS)-1,2,3,4-tetrahydronaphthalene-1-carboxylic acid [C@H]1(CCCC2=CC=CC=C12)C(=O)O |r|